2-amino-N-(2-(cycloocta-2-yn-1-yloxy)ethyl)acetamide NCC(=O)NCCOC1C#CCCCCC1